1'-(2-hydroxyethyl)-3',3'-dimethylspiro[chromene-2,2'-indoline]-5'-sulfonate OCCN1C2(C(C3=CC(=CC=C13)S(=O)(=O)[O-])(C)C)OC1=CC=CC=C1C=C2